(S)-2,3-Di-aminopropanoic acid N[C@H](C(=O)O)CN